NC=1N=C2N(C=C(C=C2)C=2SC=CC2)C1C(=O)[C@H]1[C@H](C1)F (2-amino-6-(thiophen-2-yl)imidazo[1,2-a]pyridin-3-yl)((1S,2S)-2-fluorocyclopropyl)methanone